ClC=1C=C2C(N=C3N(C2=CC1)CCC3)=O 7-chloro-2,3-dihydropyrrolo[1,2-a]quinazolin-5(1H)-one